CC=1N(C(=C(N1)C)C)C1=CC=C(C=C1)B1OC(C(O1)(C)C)(C)C 2,4,5-trimethyl-1-[4-(4,4,5,5-tetramethyl-1,3,2-dioxaborolan-2-yl)phenyl]imidazole